O=C1NC(=NS1)C1CCC(CC1)C(=O)OC methyl (1r,4r)-4-(5-oxo-4,5-dihydro-1,2,4-thiadiazol-3-yl)cyclohexane-1-carboxylate